ClC=1C=CC=C2[C@H](CCOC12)NC(=O)NC1=NN(C=C1)C1=CC=C(C=C1)C1NCCC1 1-[(4S)-8-chlorochroman-4-yl]-3-[1-[4-[pyrrolidin-2-yl]phenyl]pyrazol-3-yl]urea